(1S,2R,4R)-2-methyl-7-azabicyclo[2.2.1]heptan C[C@H]1[C@@H]2CC[C@H](C1)N2